(aminomethyl)-6,7-dichloro-3-methyl-3,4-dihydrospiro[benzo[d][1,2]thiazine-1,1'-cyclopropane]-2,2-dioxide NCC1C2(C1)C1=C(CN(S2(=O)=O)C)C=C(C(=C1)Cl)Cl